7-(Fluoro)hept-1-yne-4-sulfonic acid FCCCC(CC#C)S(=O)(=O)O